5-(8-(1,3-Dimethyl-2-oxo-2,3-dihydro-1H-benzo[d]imidazol-5-yl)isoquinolin-3-yl)-N-(3-(4-(2,4-dioxotetrahydropyrimidin-1(2H)-yl)benzofuran-2-yl)prop-2-yn-1-yl)-3-methylpicolinamide CN1C(N(C2=C1C=CC(=C2)C=2C=CC=C1C=C(N=CC21)C=2C=C(C(=NC2)C(=O)NCC#CC=2OC1=C(C2)C(=CC=C1)N1C(NC(CC1)=O)=O)C)C)=O